bromotriazolo[1,5-a]pyridine BrC=1N=NN2C1C=CC=C2